C(C)N1C=C(C(C2=CC(=C(C(=C12)Cl)N1C[C@@H](CC1)O)F)=O)C(=O)O 1-ethyl-8-chloro-6-fluoro-1,4-dihydro-7-((3R)-3-hydroxypyrrolidinyl)-4-oxo-3-quinolinecarboxylic acid